CC=1C=C(C[C@H]2NC(=NOC2)C2=C(N=NC(=C2)C)OC2=C(C(=CC=C2)C)F)C=C(C1)C |r| (5RS)-5-(3,5-dimethylbenzyl)-3-[3-(2-fluoro-3-methylphenoxy)-6-methylpyridazin-4-yl]-5,6-dihydro-4H-1,2,4-oxadiazine